silicon germanium stannum [Sn].[Ge].[Si]